C(#N)CC12CCC(CC1)(C2)NC(OCC2=CC=CC=C2)=O Benzyl 4-(cyanomethyl)bicyclo[2.2.1]heptan-1-ylcarbamate